3-CYANO-2-FLUOROBENZALDEHYDE C(#N)C=1C(=C(C=O)C=CC1)F